C(#N)C1=CC(=NC(=C1)CO)N1CC2(CCC2)C2=C1N=CN=C2N2C[C@H](N(C[C@@H]2C)C(=O)OC(C)(C)C)C tert-butyl (2R,5S)-4-[7-[4-cyano-6-(hydroxymethyl)-2-pyridinyl]spiro[6H-pyrrolo[2,3-d]pyrimidine-5,1'-cyclobutane]-4-yl]-2,5-dimethylpiperazine-1-carboxylate